N,N-dimethyl-1-(5-ethyl-3-methoxy-2-octadecyloxyphenyl)methylamine-N-oxide C[N+](C)(CC1=C(C(=CC(=C1)CC)OC)OCCCCCCCCCCCCCCCCCC)[O-]